C(C)(=O)OC[C@H]1O[C@H]([C@@H](C1)OC(C)=O)N1C2=NC(=NC=C2N(C1=O)CC(C)C)N ((2S,4R,5R)-4-acetoxy-5-(2-amino-7-isobutyl-8-oxo-7,8-dihydro-9H-purin-9-yl) tetrahydrofuran-2-yl)methyl acetate